(S)-1-(methyl-d3)pyrrolidine-2-methanol C(N1[C@@H](CCC1)CO)([2H])([2H])[2H]